N1=NC=C(C=C1)C1=CC(=C2C=NNC2=C1)OCCOCCCCNCC=1NC2=CC=C(C=C2C1)C(F)(F)F 4-(2-((6-(pyridazin-4-yl)-1H-indazol-4-yl)oxy)ethoxy)-N-((5-(trifluoromethyl)-1H-indol-2-yl)methyl)butan-1-amine